NC1CC(CCC1)NC1=C2CN(C(C2=CC=C1)=O)C1C(NC(CC1)=O)=O 3-(4-((3-aminocyclohexyl)amino)-1-oxoisoindolin-2-yl)piperidine-2,6-dione